3-amino-N-[(3R)-7-[(3R,4R)-3-amino-4-(methoxymethyl)pyrrolidin-1-yl]-5,8-difluoro-3,4-dihydro-2H-1-benzopyran-3-yl]-4,6-dimethylthieno[2,3-b]pyridine-2-carboxamide NC1=C(SC2=NC(=CC(=C21)C)C)C(=O)N[C@H]2COC1=C(C2)C(=CC(=C1F)N1C[C@@H]([C@@H](C1)COC)N)F